CC1=C(C(=CC=C1)C)C=1N=C2NS(C3=CC=CC(NC([C@@H]4CNC[C@@H](OC(C1)=N2)C4)=O)=C3)(=O)=O (3S,7S)-19-(2,6-dimethylphenyl)-2-oxa-15λ6-thia-5,9,16,18,21-pentaazatetracyclo[15.3.1.13,7.110,14]tricosa-1(21),10(22),11,13,17,19-hexaene-8,15,15-trione